Se-propenyl-selenium C(=CC)[Se]